2-[1-(2-cyanophenyl)-1-{1-[3-(dimethylamino)propyl]pyrazol-4-yl}propan-2-yl]-5-hydroxy-1-methyl-N-(1,2-oxazol-4-yl)-6-oxopyrimidine-4-carboxamide C(#N)C1=C(C=CC=C1)C(C(C)C=1N(C(C(=C(N1)C(=O)NC=1C=NOC1)O)=O)C)C=1C=NN(C1)CCCN(C)C